C(C)(C)(C)OC(=O)N1CCC(CC1)C=1C=CC=C2C=C(N(C12)CC1CC1)C1=NN2C(C=CC(=C2)C(=O)OCC)=C1C Ethyl 2-(7-(1-(tert-butoxycarbonyl)piperidin-4-yl)-1-(cyclopropylmethyl)-1H-indol-2-yl)-3-methylpyrazolo[1,5-a]pyridine-6-carboxylate